tert-butyl 3-hydroxy-3-((tolyloxy)methyl)azetidine-1-carboxylate OC1(CN(C1)C(=O)OC(C)(C)C)COC1=C(C=CC=C1)C